((4-(trifluoromethyl)phenyl)amino)pyrazine-2-carbonitrile FC(C1=CC=C(C=C1)NC=1C(=NC=CN1)C#N)(F)F